(13R)-9-(2,6-difluorophenyl)-3-methyl-16-thia-2,4,5,8-tetraazatetracyclo[8.6.0.02,6.011,15]Hexadeca-1(10),3,5,8,11(15)-pentaene-13-carboxamide FC1=C(C(=CC=C1)F)C1=NCC2=NN=C(N2C=2SC=3C[C@@H](CC3C12)C(=O)N)C